N-(2,6-dichloro-3-(((3-cyano-6-(1-methyl-1H-pyrazol-4-yl)pyrazolo[1,5-a]pyridin-4-yl)oxy)methyl)phenyl)acrylamide ClC1=C(C(=CC=C1COC=1C=2N(C=C(C1)C=1C=NN(C1)C)N=CC2C#N)Cl)NC(C=C)=O